7-fluoro-2-methyl-5-(5-{1-methyl-1,6-diazaspiro[3.4]octan-6-yl}thieno[2,3-d][1,3]thiazol-2-yl)indazole FC1=CC(=CC2=CN(N=C12)C)C=1SC2=C(N1)SC(=C2)N2CC1(CCN1C)CC2